[NH4+].[Fe+3].C(CN(CC(=O)[O-])CC(=O)[O-])N(CC(=O)[O-])CC(=O)[O-] Ethylenediaminetetraacetic acid iron ammonium salt